(R)-N2-butyl-6-((1-(difluoromethyl)cyclopropyl)ethynyl)-N4-(1,1,1-trifluoropropan-2-yl)-1,3,5-triazine-2,4-diamine C(CCC)NC1=NC(=NC(=N1)N[C@@H](C(F)(F)F)C)C#CC1(CC1)C(F)F